OC1=CC=C(C=C1)C1=CC(=NN1)C(=O)NC1=CC(=CC=C1)NS(=O)(=O)C 5-(4-hydroxyphenyl)-N-(3-(methylsulfonamido)phenyl)-1H-pyrazole-3-carboxamide